COC=1C=C2C(=NC(=NC2=CC1OC)C)NC(C)C=1SC(=CC1)C1=C(C=CC=C1)CNC1=NC=CC=C1 6,7-dimethoxy-2-methyl-N-[1-(5-{2-[(pyridin-2-ylamino)methyl]phenyl}thiophen-2-yl)ethyl]quinazolin-4-amine